4-isopropyl-6-methylpyridine-2(1H)-thione C(C)(C)C1=CC(NC(=C1)C)=S